(1R,3R,5R)-N-((R)-cyclopropyl(2,5-difluoro-4-(trifluoromethyl)phenyl)methyl)-2-((5-methyl-3-pyridinyl)carbonyl)-2-azabicyclo[3.1.0]hexane-3-carboxamide C1(CC1)[C@@H](NC(=O)[C@@H]1N([C@@H]2C[C@@H]2C1)C(=O)C=1C=NC=C(C1)C)C1=C(C=C(C(=C1)F)C(F)(F)F)F